lead titanium magnesium [Mg].[Ti].[Pb]